NC=1SC2=C(N1)CCC(C2)N(CC)CCC 2-((2-amino-4,5,6,7-tetrahydrobenzo[d]thiazol-6-yl)(propyl)amino)ethane